ClC1=C(C(=CC=C1)C)C1=NOC(=C1C1=CC2(C1)CCN(CC2)C=2C=C1C=CC=NC1=CC2)C2CC2 6-(2-(3-(2-Chloro-6-methylphenyl)-5-cyclopropylisoxazol-4-yl)-7-azaspiro[3.5]non-1-en-7-yl)chinolin